2-((1R,5S,6R)-3-(8,8-difluoro-2-((S)-2-methylazetidin-1-yl)-5,6,7,8-tetrahydroquinazolin-4-yl)-3-azabicyclo[3.1.0]hexane-6-yl)acetic acid FC1(CCCC=2C(=NC(=NC12)N1[C@H](CC1)C)N1C[C@@H]2C([C@@H]2C1)CC(=O)O)F